[(3aS,4R,6aR)-4-{[6-chloro-4-(trifluoromethyl)-3-pyridazinyl]amino}hexahydrocyclopenta[c]pyrrole-2(1H)-yl](6,7-dihydro-4H-thieno[3,2-c]pyran-2-yl)methanone ClC1=CC(=C(N=N1)N[C@@H]1CC[C@H]2CN(C[C@H]21)C(=O)C2=CC=1COCCC1S2)C(F)(F)F